3-hydroxy-4-[(2-hydroxy-4-sulfo-1-naphthyl)azo]-2-naphthalenecarboxylic acid OC=1C(=CC2=CC=CC=C2C1N=NC1=C(C=C(C2=CC=CC=C12)S(=O)(=O)O)O)C(=O)O